C(O[C@@H]1[C@](O[C@H](C1)N1C2=NC(=NC(=C2N=C1)N)F)(COC(=O)OC1CC2(C1)CCCCC2)C#C)(OC2CC1(C2)CCCCC1)=O (2R,3S,5R)-5-(6-amino-2-fluoro-9H-purin-9-yl)-2-ethynyl-2-((((spiro[3.5]nonan-2-yloxy)carbonyl)oxy)methyl)tetrahydrofuran-3-yl spiro[3.5]nonan-2-yl carbonate